Tert-butyl 4-[1-(benzenesulfonyl)-2-bromo-3-methyl-pyrrolo[2,3-b]pyridin-6-yl]piperidine-1-carboxylate C1(=CC=CC=C1)S(=O)(=O)N1C(=C(C=2C1=NC(=CC2)C2CCN(CC2)C(=O)OC(C)(C)C)C)Br